C1=CC=CC=2SC3=CC=CC=C3CC12 9H-thioxanthen